FC(C1=CC=C(C=C1)C1=CC2=C(N=CN=C2N(CC2=CC(=CC=C2)C)C)N1)F 6-(4-(Difluoromethyl)phenyl)-N-methyl-N-(3-methylbenzyl)-7H-pyrrolo[2,3-d]pyrimidin-4-amine